(3S,4R)-4-{[5-fluoro-7-(2-methylpropyl)imidazo[4,3-f][1,2,4]triazin-2-yl]amino}oxan-3-ol FC=1N=C(N2N=C(N=CC21)N[C@H]2[C@@H](COCC2)O)CC(C)C